C(CCCCCCCCCCCCCCCCCCCCC)OC(CCCCCCCCCCCCC)=O myristic acid behenyl ester